(5-bromo-1-methyl-1,2,4-triazol-3-yl)methanol BrC1=NC(=NN1C)CO